C1(CCC1)N1C(=NC2=C1C=C(C=C2)C(CC)(CC)O)NC(=O)C2CC21CC1 N-(1-cyclobutyl-6-(3-hydroxypentan-3-yl)-1H-benzo[d]imidazol-2-yl)spiro[2.2]pentane-1-carboxamide